bis(1,2,2,6,6-pentamethyl-piperidyl)decanediol CN1C(C(CCC1(C)C)C(C(O)(O)C1C(N(C(CC1)(C)C)C)(C)C)CCCCCCCC)(C)C